C(N(C(C)[2H])C([2H])([2H])[2H])([2H])([2H])[2H] N,N-bis(methyl-d3)ethan-1-amine-1-d